6-hydroxy-6-oxo(oxido)dinaphtho[1,2-d:1',2'-f][1,3,2]dioxaphosphepin OP1(OC2=C(C3=C(O1)C1=CC=CC(=C1C=C3)[O-])C3=CC=CC=C3C=C2)=O